3-[2-(6-chloro-2-methyl-1H-1,3-benzodiazol-5-yl)ethynyl]-1-[(3S,5R)-5-(methoxymethyl)-1-(prop-2-enoyl)pyrrolidin-3-yl]-5-(methylamino)pyrazole-4-carboxamide ClC=1C(=CC2=C(NC(=N2)C)C1)C#CC1=NN(C(=C1C(=O)N)NC)[C@@H]1CN([C@H](C1)COC)C(C=C)=O